C(C)C=1N=C(NC1)C1=C(C(=CC=C1)C)O 4(s)-ethyl-2-(2-hydroxy-3-methylphenyl)imidazole